N1C=C2CCNC=3C=CC=C1C23 1,3,4,5-tetrahydropyrrolo[4,3,2-de]quinoline